CN(C1CCN(CC1)C1=C(C=C(C#N)C=C1)I)C 4-(4-(dimethylamino)piperidin-1-yl)-3-iodobenzonitrile